C1=CC=CC=2C3=CC=CC=C3C(C12)N([C@H](C(=O)O)CCS(=O)(=O)C)C(=O)OC (2S)-2-(9H-fluoren-9-yl-methoxycarbonyl-amino)-4-methyl-sulfonyl-butanoic acid